3-[[7-chloro-2-(2,5-dimethylpyrrol-1-yl)-1-methyl-benzimidazol-4-yl]methyl]-5,6,7,8-tetrahydroquinoline ClC1=CC=C(C2=C1N(C(=N2)N2C(=CC=C2C)C)C)CC=2C=NC=1CCCCC1C2